6-((3S,5S)-3,5-Dimethylmorpholino)quinoline-4-carboxylic acid tert-butyl ester C(C)(C)(C)OC(=O)C1=CC=NC2=CC=C(C=C12)N1[C@H](COC[C@@H]1C)C